Ethyl (E)-3-[2-acetamido-4-[(E)-2-[(tert-butoxycarbonylamino) methyl]-3-fluoroallyloxy] phenyl]-2-methyl-prop-2-enoate C(C)(=O)NC1=C(C=CC(=C1)OC\C(=C\F)\CNC(=O)OC(C)(C)C)/C=C(/C(=O)OCC)\C